FC(S(=O)(=O)C=1C=C(C=CC1)CN1CCC2(CNC2)CC1)(F)F 7-[[3-(trifluoromethylsulfonyl)phenyl]methyl]-2,7-diazaspiro[3.5]nonane